(S)-7-((4-amino-3-(3-fluoro-4-methoxyphenyl)-1H-pyrazolo[3,4-d]pyrimidin-1-yl)(cyclopropyl)methyl)-6-(3-fluorophenyl)-3-methyl-5H-thiazolo[3,2-a]pyridin-5-one NC1=C2C(=NC=N1)N(N=C2C2=CC(=C(C=C2)OC)F)[C@H](C=2C=C1N(C(C2C2=CC(=CC=C2)F)=O)C(=CS1)C)C1CC1